OC1=CC=C(C=C1)C=CC(=O)N[C@H](C(=O)O)CC1=CC=CC=C1 (2S)-2-[3-(4-Hydroxyphenyl)prop-2-enoylamino]-3-phenylpropanoic acid